cis,cis-N',N3,N5-Tris(6-(di((9Z,12Z)-octadeca-9,12-dien-1-yl)amino)hexyl)-1,3,5-trimethylcyclohexane-1,3,5-tricarboxamide C(CCCCCCC\C=C/C\C=C/CCCCC)N(CCCCCCN(C(=O)C1(CC(CC(C1)(C(=O)NCCCCCCN(CCCCCCCC\C=C/C\C=C/CCCCC)CCCCCCCC\C=C/C\C=C/CCCCC)C)(C(=O)N)C)C)CCCCCCN(CCCCCCCCC=CCC=CCCCCC)CCCCCCCC\C=C/C\C=C/CCCCC)CCCCCCCC\C=C/C\C=C/CCCCC